bromo-1-methyl-5-(trifluoromethyl)-1H-pyrazole BrC1=NN(C(=C1)C(F)(F)F)C